CC1(C=[N+](C2=CC=C(C=C12)S(=O)(=O)[O-])CCC=S(=O)=O)C 3,3-dimethyl-1-(3-sulfonylpropyl)-3H-indol-1-ium-5-sulfonate